N-(2-(2,6-dioxopiperidin-3-yl)-1-oxoisoindolin-5-yl)-5-methylindoline-1-carboxamide O=C1NC(CCC1N1C(C2=CC=C(C=C2C1)NC(=O)N1CCC2=CC(=CC=C12)C)=O)=O